COC=1C=C(C=CC1)C1=CC(=NN1)CSN1C=CC2=CC=CC=C12 ((5-(3-methoxyphenyl)-1H-pyrazol-3-yl)methyl)thio-1H-indole